(S)-N-(1-(6-Chloro-1-(cis-3-(ethylsulfonyl)cyclobutoxy)-2,7-naphthyridin-4-yl)propyl)-2-methylpropane-2-sulfinamide ClC=1C=C2C(=CN=C(C2=CN1)O[C@@H]1C[C@@H](C1)S(=O)(=O)CC)C(CC)N[S@@](=O)C(C)(C)C